Cl.ClC=1C=C(C=CC1C)NC1N(C(=NC(=N1)N)N1CCOCC1)C1=CC=CC=C1 N-(3-Chloro-4-methylphenyl)-6-morpholin-4-yl-N1-phenyl-[1,3,5]triazine-2,4-diamine hydrochloride